COC=1C=C(C=CC1NCC#CC=1N(C2=CC=CC(=C2C1)NC1CCC(CC1)N(C)C)CC(F)(F)F)S(=O)(=O)NC1CCOCC1 3-methoxy-N-(oxan-4-yl)-4-{[3-(4-{[(1S,4S)-4-(dimethylamino)cyclohexyl]amino}-1-(2,2,2-trifluoro-ethyl)-1H-indol-2-yl)prop-2-yn-1-yl]amino}benzene-1-sulfonamide